BrC1=C(C=C(C(=C1)OC)O)\C=C\C(\C=C\C1=C(C=C(C(=C1)O)OC)Br)=O (1e,4e)-1,5-bis(2-bromo-5-hydroxy-4-methoxyphenyl)penta-1,4-dien-3-one